(methacryloxy)propyltrimethoxysilane C(C(=C)C)(=O)OCCC[Si](OC)(OC)OC